6-(6-bromo-5-chloro-7-fluorobenzo[c]isothiazol-3-yl)-2,6-diazaspiro[3.3]heptane-2-carboxylic acid tert-butyl ester C(C)(C)(C)OC(=O)N1CC2(C1)CN(C2)C2=C1C(=NS2)C(=C(C(=C1)Cl)Br)F